C(#N)[C@@H]1CN(C[C@H]1C1=CC(=CC=C1)OCCOCCO)C(=O)OC(C)(C)C |r| rac-tert-butyl (3S,4R)-3-cyano-4-(3-(2-(2-hydroxyethoxy)ethoxy)phenyl)pyrrolidine-1-carboxylate